ClC=1C=CC2=C([C@@H](C[C@@H](O2)C(=O)NC2CCC(CC2)N(C)C(COC2=CC(=C(C=C2)Cl)F)=O)O)C1 (2R,4R)-6-chloro-N-[(1r,4R)-4-{[(4-chloro-3-fluorophenoxy)acetyl](methyl)amino}cyclohexyl]-4-hydroxy-3,4-dihydro-2H-1-benzopyran-2-carboxamide